FC(OC1=C(COC2=NC(=CC=C2)C2CCNCC2)C=CC(=C1)C(F)(F)F)F ((2-(difluoromethoxy)-4-(trifluoromethyl)benzyl)oxy)-6-(piperidin-4-yl)pyridine